1-[2-cyano-3-fluoro-4-(trifluoromethyl)phenyl]4,6-difluoro-3,4-dihydro-2H-quinoline-8-carbonitrile C(#N)C1=C(C=CC(=C1F)C(F)(F)F)N1CCC(C2=CC(=CC(=C12)C#N)F)F